1-[3-(triazol-2-yl)pyrazin-2-yl]ethanamine N=1N(N=CC1)C=1C(=NC=CN1)C(C)N